1,1-dioxidobenzo[d]isothiazol O=S1(N=CC2=C1C=CC=C2)=O